CN1N(CC1)C1=NC(=CC(=N1)N1CCNCC1)C(F)(F)F (S)-2-(2-Methylazazetidin-1-yl)-4-(piperazin-1-yl)-6-(trifluoromethyl)pyrimidine